CC1=CC(=NO1)CNC=1C2=C(N=C(N1)N)C=CN2 N4-((5-methylisoxazol-3-yl)methyl)-5H-pyrrolo[3,2-d]pyrimidine-2,4-diamine